di(p-tolyl)silylene(cyclopentadienyl)(2,7-diphenyl-3,6-di-t-butylfluorenyl)zirconium dichloride [Cl-].[Cl-].C1(=CC=C(C=C1)[Si](=[Zr+2](C1=C(C(=CC=2C3=CC(=C(C=C3CC12)C1=CC=CC=C1)C(C)(C)C)C(C)(C)C)C1=CC=CC=C1)C1C=CC=C1)C1=CC=C(C=C1)C)C